C1(=CC=CC=C1)[C@H]1OCCN2C1=NC(=N2)C(=O)N[C@H]2COC1=C(N(C2=O)C)C=CC=C1 (8R)-8-phenyl-N-[(3S)-5-methyl-4-oxo-2,3-dihydro-1,5-benzoxazepin-3-yl]-6,8-dihydro-5H-[1,2,4]triazolo[5,1-c][1,4]oxazine-2-carboxamide